(3S,4S)-1-[2-(3-chlorophenyl)ethyl]-3-{[4-(2-methoxyethanesulfonyl)phenoxy]methyl}-4-methylpyrrolidine ClC=1C=C(C=CC1)CCN1C[C@H]([C@@H](C1)C)COC1=CC=C(C=C1)S(=O)(=O)CCOC